13-Phenyltridec-9-enoic acid C1(=CC=CC=C1)CCCC=CCCCCCCCC(=O)O